8-(5-methoxy-2-(pyridin-4-yl)pyrido[3,4-d]pyrimidin-4-yl)-3-(methoxymethyl)-2,8-diazaspiro[4.5]decane-2-carboxylic acid benzyl ester C(C1=CC=CC=C1)OC(=O)N1CC2(CC1COC)CCN(CC2)C=2C1=C(N=C(N2)C2=CC=NC=C2)C=NC=C1OC